BrC1=CC=C(C=C1)CN (4-bromophenyl)methanamine